5-(benzyloxy)-1H-1,3-benzodiazole-2-carboxylic acid C(C1=CC=CC=C1)OC1=CC2=C(NC(=N2)C(=O)O)C=C1